C[C@@H](C(=O)N[C@@H](CC(=O)O)C(=O)NC1=CC2=C(C=C1)C(=CC(=O)O2)C(F)(F)F)NC(=O)[C@H](C(C)C)NC(=O)[C@H](CC3=CC=C(C=C3)O)NC(=O)C The molecule is a tetrapeptide obtained by formal condensation of the C-terminal carboxy group of Ac-Tyr-Val-Ala-Asp with the amino group of 7-amino-4-trifluoromethylcoumarin. It has a role as a protease inhibitor. It is a tetrapeptide, a member of acetamides, a member of coumarins and an organofluorine compound. It derives from a 7-amino-4-(trifluoromethyl)coumarin.